C(C1=CC=CC=C1)(=O)N1C(NC=CC1=O)=O 3-benzoyl-1H-pyrimidine-2,4-dione